ClC=1C=C(C=CC1)C1=CC=C(C=C1)C(=O)NC1CN(CC1)C#N 3'-chloro-N-(1-cyanopyrrolidin-3-yl)-[1,1'-biphenyl]-4-carboxamide